C(C1=CC=CC=C1)B1C2CCCC1CCC2 9-benzyl-9-borabicyclo[3.3.1]nonane